[F-].C(CCC)[NH+]1C(CCCC1)CCCC 1,2-dibutyl-piperidinium fluoride